N-(6-Aminohexyl)-1-naphthalenesulfonamide NCCCCCCNS(=O)(=O)C1=CC=CC2=CC=CC=C12